C(C1=CC=CC=C1)OC(CCCCC(=O)N[C@@H](CCC(=O)O)C(NCCO[C@@H]1[C@@H](O)[C@@H](O[C@@H]2[C@@H](O)[C@@H](O)[C@H](O)[C@H](O2)CO)[C@H](O)[C@H](O1)CO[C@@H]1[C@@H](O)[C@@H](O)[C@H](O)[C@H](O1)CO)=O)=O (S)-4-[6-(benzyloxy)-6-oxohexanamido]-5-oxo-5-{[2-({α-D-mannopyranosyl-(1-3)-[α-D-mannopyranosyl-(1-6)]-α-D-mannopyranosyl}oxy)ethyl]amino}pentanoic acid